ClC1=C(C=C2C=C(N=CC2=C1)NC(=O)[C@H]1CC12CC(C2)OCC)N2CCN(CC2)[C@]2(COC[C@H]2F)C (1S,2S)-N-[7-chloro-6-[4-((3S,4S)-4-fluoro-3-methyl-tetrahydrofuran-3-yl)piperazin-1-yl]-3-isoquinolinyl]-5-ethoxy-spiro[2.3]hexane-2-carboxamide